ClC1(C(C1)(F)C=1C=C2C=NN(C(C2=CC1)=O)CC1=CC=C(C=C1)OC)Cl 6-(2,2-dichloro-1-fluorocyclopropyl)-2-(4-methoxybenzyl)phthalazin-1(2H)-one